3-(4,6-dimethoxypyridin-3-yl)-2-hydroxy-2-phenylpropanoic acid COC1=C(C=NC(=C1)OC)CC(C(=O)O)(C1=CC=CC=C1)O